[N+](=O)([O-])C(C(=O)[O-])C(C)C Nitroisovalerate